FC(OC1=C(C=O)C=CC(=C1)C1=CN=C(O1)C1=CC=CC=C1)F 2-(difluoromethoxy)-4-(2-phenyl-1,3-oxazol-5-yl)benzaldehyde